2-(4-(3-(6-([1,1'-biphenyl]-4-yl)-2-phenylpyrimidin-4-yl)phenyl)pyridin-2-yl)-4,6-diphenyl-1,3,5-triazine C1(=CC=C(C=C1)C1=CC(=NC(=N1)C1=CC=CC=C1)C=1C=C(C=CC1)C1=CC(=NC=C1)C1=NC(=NC(=N1)C1=CC=CC=C1)C1=CC=CC=C1)C1=CC=CC=C1